O1CC(C1)N1CCN(CC1)[C@H]1CN(CC1)C(=O)OC(C)(C)C tert-Butyl (R)-3-(4-(oxetan-3-yl)piperazin-1-yl)pyrrolidine-1-carboxylate